ClC1=NC(=NC=C1)N(C(OC(C)(C)C)=O)C tert-butyl N-(4-chloropyrimidin-2-yl)-N-methylcarbamate